3-(2,3-dimethylphenyl)-2-methylpropanaldehyde CC1=C(C=CC=C1C)CC(C=O)C